C(#N)C=1C(=NC(=NC1)NC=1C(=CC(=C(C1)NC(C=C)=O)N(C)CCN(C)C)OC)C1=CN(C2=CC(=C(C=C12)OC)OC)C1CC1 N-(5-((5-Cyano-4-(1-cyclopropyl-5,6-dimethoxy-1H-indol-3-yl)pyrimidin-2-yl)amino)-2-((2-(dimethylamino)ethyl)(methyl)amino)-4-methoxyphenyl)acrylamide